COC1=CC=C2C(=N1)C=C(N2C2=CC=C(C#N)C=C2)C 4-(5-Methoxy-2-methyl-pyrrolo[3,2-b]pyridin-1-yl)-benzonitrile